tert-butyl (4S)-5-amino-4-(5-bromo-4,6-difluoro-1-oxo-isoindolin-2-yl)-5-oxo-pentanoate NC([C@H](CCC(=O)OC(C)(C)C)N1C(C2=CC(=C(C(=C2C1)F)Br)F)=O)=O